NC=1N=CC(=C2C=CC=NC12)C#CC=1C=NC=C(C(=O)NC2=CC(=C(C=C2)CN2CCN(CC2)C)C(F)(F)F)C1 5-((8-Amino-1,7-naphthyridin-5-yl)ethynyl)-N-(4-((4-methylpiperazin-1-yl)methyl)-3-(trifluoromethyl)phenyl)nicotinamide